NC1=C(C=C(C=N1)C=1C=C2N(N1)CC[C@]21CN(CC1)C(=O)NCC)OCC1=CC=C(C=C1)F |r| (rac)-2'-{6-amino-5-[(4-fluorophenyl)methoxy]pyridin-3-yl}-N-ethyl-5',6'-dihydrospiro[pyrrolidine-3,4'-pyrrolo[1,2-b]pyrazole]-1-carboxamide